C1(CCCCC1)CNCCN1C2CC(CC1CC2)C2=C(C(=O)N)C=CC=C2 (8-[2-(cyclohexylmethyl-amino)ethyl]-8-azabicyclo[3.2.1]oct-3-yl)benzamide